N~2~-[cis-1-(1-hydroxycyclobutane-1-carbonyl)-2-({[1-(pyrimidin-2-yl)piperidin-4-yl]oxy}methyl)piperidin-3-yl]-N~1~,N~1~-dimethylethanediamide OC1(CCC1)C(=O)N1[C@H]([C@H](CCC1)NC(C(=O)N(C)C)=O)COC1CCN(CC1)C1=NC=CC=N1